2-phenyl-1,3-dioxane-5-carboxylic acid C1(=CC=CC=C1)C1OCC(CO1)C(=O)O